C(CC)OC(CCCCCCCCC\C=C/C=C)OCCC (3Z)-14,14-dipropoxy-1,3-tetradecadiene